2-(benzylthio)-1,3,4-oxadiazole C(C1=CC=CC=C1)SC=1OC=NN1